C(CC=C)[C@@H]1[C@@H]2CC[C@H](CN1)N2C(=O)OC(C)(C)C tert-butyl (1S,2R,5R)-2-(but-3-en-1-yl)-3,8-diazabicyclo[3.2.1]octane-8-carboxylate